2,4-bis-(4-hydroxyphenylisopropyl)phenol OC1=CC=C(C=C1)C(C)(C)C1=C(C=CC(=C1)C(C)(C)C1=CC=C(C=C1)O)O